C1(CC1)C=1N=CN(C1)C=1C(=CC(=C(C1)NC(C1=NC(=CC=C1)C1=NN=CN1C(C)C)=O)F)C N-(5-(4-cyclopropyl-1H-imidazol-1-yl)-2-fluoro-4-methylphenyl)-6-(4-isopropyl-4H-1,2,4-triazol-3-yl)picolinamide